N7-[5-(2-pyrrolidin-1-ylethyl)indan-2-yl]pyrazolo[1,5-a]pyrimidine-3,7-dicarboxamide N1(CCCC1)CCC=1C=C2CC(CC2=CC1)NC(=O)C1=CC=NC=2N1N=CC2C(=O)N